C(C)(C)(C)OC(=O)N1CC(C(=C(C1)O)C1=C(C(=O)O)C=CC(=C1)F)=O 2-(1-(tert-butoxycarbonyl)-5-hydroxy-3-oxo-1,2,3,6-tetrahydropyridin-4-yl)-4-fluorobenzoic acid